C(C)S(=O)(=O)C1=CC=C(C=C1)[C@H](CO)NC(=O)C=1C=C2C=C(N(C2=CC1F)CCOC)CC1=C(C=C(C=C1)F)C(F)(F)F (R)-N-(1-(4-(ethylsulfonyl)phenyl)-2-hydroxyethyl)-6-fluoro-2-(4-fluoro-2-(trifluoromethyl)benzyl)-1-(2-methoxyethyl)-1H-indole-5-carboxamide